FC1(C[C@H]([C@H](N(C1)C(=O)OCC1=CC=CC=C1)COC1=NC=C(C=C1)C(F)(F)F)C)F (2S,3R)-benzyl 5,5-difluoro-3-methyl-2-(((5-(trifluoromethyl)pyridin-2-yl)oxy)methyl)piperidine-1-carboxylate